N-[cis-2-[[6-[2-(2,6-dichloro-3,5-dimethoxy-anilino)-3-pyridinyl]pyrimidin-4-yl]amino]cyclopentyl]prop-2-enamide 3,3-dimethyl-1-(4-sulfonatobutyl)-3H-indol-1-ium-5-sulfonate CC1(C=[N+](C2=CC=C(C=C12)S(=O)(=O)O)CCCCS(=O)(=O)[O-])C.ClC1=C(NC2=NC=CC=C2C2=CC(=NC=N2)N[C@@H]2[C@@H](CCC2)NC(C=C)=O)C(=C(C=C1OC)OC)Cl